2-(2,2-difluoroethoxy)-5-fluorobenzaldehyde FC(COC1=C(C=O)C=C(C=C1)F)F